Tetrahydro-2-isobutyl-4-methyl-(2H)pyran-4-ol C(C(C)C)C1OCCC(C1)(O)C